1,2,3-trimethyl-1,3-diaminopropane CC(C(C(N)C)C)N